3-chloro-7,7-difluoro-6,8-dihydro-4H-pyrazolo[1,5-a][1,4]diazepine-2-carboxylic acid ClC=1C(=NN2C1CNCC(C2)(F)F)C(=O)O